Ethyl (1R,5R,6R)-7-acetyl-5-(pentan-3-yloxy)-7-azabicyclo[4.1.0]hept-3-enecarboxylate C(C)(=O)N1[C@H]2[C@@H](C=CC[C@@]12C(=O)OCC)OC(CC)CC